6-(5-bromo-2,3-difluorophenyl)-6,6-dimethoxyhexanoic acid methyl ester COC(CCCCC(OC)(OC)C1=C(C(=CC(=C1)Br)F)F)=O